C(CCCCCCCCCCC)SSC(C(=O)OC1=C(C(=C(C(=C1F)F)F)F)F)(C)C pentafluorophenyl 2-(dodecylthiothio)-2-methylpropionate